C[C@@H]1CN(C[C@@H](N1)C)C1=CC=CC(=N1)[C@H](C)NC1=C2C(=NC=C1C#N)NC=C2C2CCOCC2 4-(((S)-1-(6-((3R,5S)-3,5-Dimethylpiperazin-1-yl)pyridin-2-yl)ethyl)amino)-3-(tetrahydro-2H-pyran-4-yl)-1H-pyrrolo[2,3-b]pyridine-5-carbonitrile